The molecule is a 3-oxoacyl-CoA that results from the formal condensation of the thiol group of coenzyme A with the carboxy group of 2-hydroxy-6-oxocyclohexane-1-carboxylic acid. It has a role as a mouse metabolite. It is a 3-oxo-fatty acyl-CoA and a 3-hydroxy fatty acyl-CoA. It derives from a cyclohexane-1-carbonyl-CoA. It is a conjugate acid of a 2-hydroxy-6-oxocyclohexane-1-carbonyl-CoA(4-). CC(C)(COP(=O)(O)OP(=O)(O)OC[C@@H]1[C@H]([C@H]([C@@H](O1)N2C=NC3=C(N=CN=C32)N)O)OP(=O)(O)O)[C@H](C(=O)NCCC(=O)NCCSC(=O)C4C(CCCC4=O)O)O